FC(S(=O)(=N)C=1C=C(C=CC1)CC1CC2(CN(C2)C(=O)N2CC3(C2)NC(CC3)=O)C1)(F)F 2-[6-[[3-(trifluoromethylsulfonimidoyl)phenyl]methyl]-2-azaspiro[3.3]heptane-2-carbonyl]-2,5-diazaspiro[3.4]octan-6-one